3-isopropyl-4-ethynylaniline C(C)(C)C=1C=C(N)C=CC1C#C